N-methyl-ditetradecyl-amine CN(CCCCCCCCCCCCCC)CCCCCCCCCCCCCC